C=CCCC r-pentene